1,3-dimethylbutyl alcohol CC(CC(C)C)O